FC1=C(CC=2C(=NOC2)C(=O)NCCC2=CNC3=CC=C(C=C23)F)C=CC(=C1)F (2,4-difluorobenzyl)-N-(2-(5-fluoro-1H-indol-3-yl)ethyl)isoxazole-3-carboxamide